C(C(=C)C)(=O)OCC[SiH2]C(OC)OC β-methacryloyloxy-ethyldimethoxymethyl-silane